lead tantalum magnesium [Mg].[Ta].[Pb]